2-[2-hydroxy-3-(dimethylbenzyl)-5-(1,1,3,3-tetramethylbutyl)phenyl]-2H-benzotriazole heptyl-10-((2-hydroxyethyl)amino)decanoate C(CCCCCC)OC(CCCCCCCCCNCCO)=O.OC1=C(C=C(C=C1C(C1=CC=CC=C1)(C)C)C(CC(C)(C)C)(C)C)N1N=C2C(=N1)C=CC=C2